((S)-2-cyclopropyl-2-(2-((3'-methoxy-2-((S)-1-methoxy-2,2-dimethylpropyl)-[1,1'-biphenyl]-4-yl)methoxy)pyridin-4-yl)ethyl)(methyl)phosphinic acid C1(CC1)[C@H](CP(O)(=O)C)C1=CC(=NC=C1)OCC1=CC(=C(C=C1)C1=CC(=CC=C1)OC)[C@H](C(C)(C)C)OC